C(C)OC([C@@H]([C@H]([C@@H]([C@@H](O)C1=CC=C(C=C1)Cl)O)O)O)=O (2R,3S,4R,5S)-5-(4-chlorophenyl)-2,3,4,5-tetrahydroxypentanoic acid ethyl ester